ClC1=C(CSS[C@@H]([C@@](CN2N=CN=C2)(O)C2=C(C=CC(=C2)F)F)C)C=CC(=C1)Cl (2R,3R)-3-((2,4-dichlorobenzyl)disulfanyl)-2-(2,5-difluorophenyl)-1-(1H-1,2,4-triazol-1-yl)butan-2-ol